CN(C=1C=C2SC3=CC(C=CC3=NC2=CC1CCCCCCCC)=O)C 7-(Dimethylamino)-8-octyl-3H-phenothiazin-3-one